ClC=1C(=C(C(=NC1)C)[N+](=O)[O-])C 5-chloro-2,4-dimethyl-3-nitropyridine